ClC=1C=CC(=C(C1)CC(=O)NC1=CCN(C=C1)C1(COC1)CO)O 4-[[2-(5-Chloro-2-hydroxyphenyl)acetyl]amino]-N-[3-(hydroxymethyl)oxetan-3-yl]pyridin